4-((4-hydroxybenzylidene)amino)Phenol OC1=CC=C(C=NC2=CC=C(C=C2)O)C=C1